2,6-diamino-4-hexynoic acid NC(C(=O)O)CC#CCN